(tert-butyl 2-(1-((1-((R)-3-cyclohexyl-2-methylpropanoyl)-4-hydroxy-3,3-dimethylpiperidin-4-yl) methyl)-6-oxo-1,6-dihydropyrimidin-4-yl) benzyl) carbamate C(N)(OC(C1=C(C=CC=C1)C=1N=CN(C(C1)=O)CC1(C(CN(CC1)C([C@@H](CC1CCCCC1)C)=O)(C)C)O)C(C)(C)C)=O